4-(2-((cyanomethyl)sulfonamido)pyrimidin-4-yl)-N-(5-(6-ethoxypyrazin-2-yl)pyridin-2-yl)tetrahydro-2H-pyran-4-carboxamide C(#N)CS(=O)(=O)NC1=NC=CC(=N1)C1(CCOCC1)C(=O)NC1=NC=C(C=C1)C1=NC(=CN=C1)OCC